5-chloro-1-(4-fluorophenyl)-2-oxo-1,2-dihydropyridine-3-carboxylic acid ClC=1C=C(C(N(C1)C1=CC=C(C=C1)F)=O)C(=O)O